N-(1-(4-fluorophenyl)ethyl)-2-methylquinazoline-4-carboxamide FC1=CC=C(C=C1)C(C)NC(=O)C1=NC(=NC2=CC=CC=C12)C